2-heptylaminomethyl cyanide CC(CCCCC)NCC#N